O1C(CC1)CN1C=NC2=C1C=C(C=C2C=C)C(=O)O 1-(oxetan-2-ylmethyl)-4-vinyl-1H-benzo[d]imidazole-6-carboxylic acid